BrC1=CC(=C(C=C1)N1C=NN(C1=O)C)Cl 4-(4-bromo-2-chlorophenyl)-1-methyl-1H-1,2,4-triazol-5(4H)-one